tert-butyl (3'-amino-2,2'-dimethyl-[1,1'-biphenyl]-3-yl)carbamate NC=1C(=C(C=CC1)C1=C(C(=CC=C1)NC(OC(C)(C)C)=O)C)C